NC1=CC=CC(=N1)S(=O)(=O)NC(=O)C=1C(=NC(=CC1)C=1C=NC(=C(C1)C)N(CC)CC)N1C(C[C@@H](C1)C)(C)C N-[(6-Amino-2-pyridyl)sulfonyl]-6-[6-(diethylamino)-5-methyl-3-pyridyl]-2-[(4S)-2,2,4-trimethylpyrrolidin-1-yl]pyridin-3-carboxamid